C(C)(C)[N+](=CC(C)C)[O-] N-isopropyl-2-methylpropan-1-imine oxide